BrC1=CC2=C(NC(C(CN2)N2CC3(COC3)C2)=O)N=C1 8-bromo-3-(2-oxa-6-azaspiro[3.3]heptan-6-yl)-1,2,3,5-tetrahydro-4H-pyrido[2,3-b][1,4]diazepin-4-one